C1=NC=C(C2=CC=CC=C12)N1C(N(CC1C#N)C=1NC(=CN1)C(F)(F)F)=O 3-(isoquinolin-4-yl)-2-oxo-1-(5-(trifluoromethyl)-1H-imidazol-2-yl)imidazolidine-4-carbonitrile